C[C@H]1N(C[C@@H]([C@H]([C@@H]1O)O)O)CCC1CCN(CC1)C1=CC=CC=C1 (2R,3R,4R,5S)-2-methyl-1-(2-(1-phenylpiperidin-4-yl)ethyl)piperidine-3,4,5-triol